COC1=CC=C(CNCC(=O)OCC)C=C1 ethyl (4-methoxybenzyl)glycinate